2-Chloro-N-(furan-2-ylmethyl)-7-methoxyquinazolin-4-amine ClC1=NC2=CC(=CC=C2C(=N1)NCC=1OC=CC1)OC